(3S,4S)-1-[(4-fluoro-3-hydroxyphenyl)methyl]-4-methoxypyrrolidin FC1=C(C=C(C=C1)CN1CC[C@@H](C1)OC)O